ClC1=CC(=CS1)C1=C(C(=C(C=O)C=C1)F)F 4-(5-chlorothien-3-yl)-2,3-difluorobenzaldehyde